NCCNC(=O)OC(C)(C)C t-butanol (2-aminoethyl)carbamate